2-(2-oxoethyl)indoline-1,2-dicarboxylic acid 1-tert-butyl ester C(C)(C)(C)OC(=O)N1C(CC2=CC=CC=C12)(C(=O)O)CC=O